NCC1(CCC1)NC(=O)C1=C(OC2=C1C=C(C=C2)OCC=2C(=NC=CC2)C(F)(F)F)C N-(1-(aminomethyl)cyclobutyl)-2-methyl-5-((2-(trifluoromethyl)pyridin-3-yl)methoxy)benzo-furan-3-carboxamide